6-chloro-N-[2-fluoro-3-(trifluoromethyl)phenyl]pyrido[3,2-d]pyrimidin-4-amine ClC=1C=CC=2N=CN=C(C2N1)NC1=C(C(=CC=C1)C(F)(F)F)F